C1(=CC=CC=C1)C=1C=CC=2N(C1CC(=O)NC1=CC=C(C=C1)B(O)O)C=NC2 (4-(2-(6-phenylimidazo[1,5-a]pyridin-5-yl)acetamido)phenyl)boronic acid